FC=1C=C(C(=NC1)OC)[C@@H]1N(CCC1)C=1C=CC=2N(N1)C(=CN2)C2=CC(=NC=N2)CCO (R)-2-(6-(6-(2-(5-fluoro-2-methoxypyridin-3-yl)pyrrolidin-1-yl)imidazo[1,2-b]pyridazin-3-yl)pyrimidin-4-yl)ethan-1-ol